O=C1C(CCC1)SC1=CC=C(C=C1)CC(C(=O)O)N 3-(4-(2-oxocyclopentylsulfanyl)phenyl)-2-aminopropionic acid